2-((2-chlorophenyl)(phenyl)amino)-N-(7-(hydroxyamino)-7-oxoheptyl)pyrimidine-5-carboxamide C1=CC=C(C=C1)N(C2=CC=CC=C2Cl)C3=NC=C(C=N3)C(=O)NCCCCCCC(=O)NO